C1(CCCCCC1)[C@H]1[C@H](C2=CC=C(C=C2CC1)O)C1=CC=C(C=C1)N1CCC(CC1)C(OC)OC (1S,2S)-2-cycloheptyl-1-[4-[4-(dimethoxymethyl)-1-piperidyl]phenyl]tetralin-6-ol